6-(4-(3-(2,4-dioxotetrahydropyrimidin-1(2H)-yl)-4-methoxybenzoyl)piperazin-1-yl)hexanoic acid O=C1N(CCC(N1)=O)C=1C=C(C(=O)N2CCN(CC2)CCCCCC(=O)O)C=CC1OC